N[C@H]1CCC=C(C1)C1=C2C3=C(NC2=C(C=C1F)C(=O)N)CCCCC3 1-[(5S)-5-aminocyclohexen-1-yl]-2-fluoro-5,6,7,8,9,10-hexahydrocyclohepta[b]-indole-4-carboxamide